C1(=CC=CC=C1)[Si](C1=CC=C(C=C1)CN1C(CC(C2=CC=C(C=C12)C)C)(C)C)(C1=CC=CC=C1)C1=CC=CC=C1 triphenyl-[4-[(2,2,4,7-tetramethyl-3,4-dihydroquinolin-1-yl)methyl]phenyl]silane